N-[(4S,5S)-3-(aminomethyl)-7-ethyl-4-(4-fluorophenyl)-6-oxo-1-phenyl-1H,4H,5H,6H,7H-pyrazolo[3,4-b]pyridin-5-yl]-3-methylbenzamide NCC1=NN(C=2N(C([C@H]([C@H](C21)C2=CC=C(C=C2)F)NC(C2=CC(=CC=C2)C)=O)=O)CC)C2=CC=CC=C2